COC1=CC(=C(C=C1)C1=C(C=CC=C1)NC(C1=NC=CC=C1)=O)SC1=CC=CC=C1 N-(4'-methoxy-2'-(phenylthio)-[1,1'-biphenyl]-2-yl)picolinamide